2-chloro-N-[(3R,4S)-1-(2,5-difluorobenzoyl)-4-fluoropyrrolidin-3-yl]benzamide ClC1=C(C(=O)N[C@@H]2CN(C[C@@H]2F)C(C2=C(C=CC(=C2)F)F)=O)C=CC=C1